BrC=1C=CC(=NC1)N1N=CN=C1C(C)NC1=NC=NC2=C(C=C(C=C12)C(F)(F)F)C(F)(F)F N-[1-[2-(5-bromo-2-pyridyl)-1,2,4-triazol-3-yl]ethyl]-6,8-bis(trifluoromethyl)quinazolin-4-amine